ClC1=C(C(=CC=C1)Cl)N1N=C(C(=N1)C(=O)N)NC1=CC=C(C=C1)N1N=NC=C1C 2-(2,6-dichlorophenyl)-5-((4-(5-methyl-1H-1,2,3-triazol-1-yl)phenyl)amino)-2H-1,2,3-triazole-4-carboxamide